C12(CC(C1)C2)NC(COC=2C=1N(C=C(C2)OC)N=C(C1)C=1N=C2SC(=NN2C1)OC)=O N-(bicyclo[1.1.1]pent-1-yl)-2-((6-methoxy-2-(2-methoxyimidazo[2,1-b][1,3,4]thiadiazol-6-yl)pyrazolo[1,5-a]pyridin-4-yl)oxy)acetamide